methyl 5-(5-{2-[1-(2-amino-6-bromo-1,3-benzodiazol-1-yl)-6-azabicyclo[3.2.1]octan-6-yl] ethoxy}-1-methylpyrazol-4-yl)-1-methyl-6-oxopyridine-3-carboxylate NC1=NC2=C(N1C13CCCC(N(C1)CCOC1=C(C=NN1C)C1=CC(=CN(C1=O)C)C(=O)OC)C3)C=C(C=C2)Br